NC[C@@H]1CCC(N1C)=O (S)-5-(aminomethyl)-1-methylpyrrolidin-2-one